OC1=C(C=C(C(=C1)O)C(C)C)C(=O)N1CC2=CC=C(C=C2C1)CN1CCN(CC1)CC1CCNCC1 (2,4-dihydroxy-5-isopropylphenyl)(5-((4-(piperidin-4-ylmethyl)piperazin-1-yl)methyl)isoindolin-2-yl)methanone